BrC=1C=CC(=C2C=C(N=CC12)Cl)OC 8-bromo-3-chloro-5-methoxyisoquinoline